2-[1-[4-[(2,6-dioxo-3-piperidyl)amino]-2-fluoro-phenyl]-4-hydroxy-4-piperidinyl]Acetic acid hydrochloride Cl.O=C1NC(CCC1NC1=CC(=C(C=C1)N1CCC(CC1)(O)CC(=O)O)F)=O